(R)-Histidine N[C@H](CC1=CNC=N1)C(=O)O